ethyl 4-cyclopropyl-2-[3-(3,5-dimethylisoxazol-4-yl)pyrazolo[1,5-a]pyridin-5-yl]thiazole-5-carboxylate C1(CC1)C=1N=C(SC1C(=O)OCC)C1=CC=2N(C=C1)N=CC2C=2C(=NOC2C)C